tert-butyl ((1r,4r)-4-((3-(hydroxymethyl)phenyl) thio)cyclohexyl)-carbamate OCC=1C=C(C=CC1)SC1CCC(CC1)NC(OC(C)(C)C)=O